BrC1=C(C=NN1C)C1=NC(=CC(=C1)C(=O)OC)C methyl 2-(5-bromo-1-methyl-pyrazol-4-yl)-6-methyl-pyridine-4-carboxylate